CC=1C(=NNC(C1C(F)(F)F)=O)COCCC(=O)OC methyl 3-[[4-methyl-6-oxo-5-(trifluoromethyl)-1H-pyridazin-3-yl]methoxy]propanoate